n-butylammonium trifluoromethylbenzoate FC(F)(F)OC(C1=CC=CC=C1)=O.C(CCC)[NH3+]